4-methyl-α-pyrrolidino-butyrophenone CCCC(C(=O)C1=CC=CC=C1)N1CCCC1